tertbutoxid CC(C)(C)[O-]